(1S,2R,3R,4S,5R)-N-(5,6-dichloropyridin-3-yl)-5-hydroxy-3-(2-methylpyridin-4-yl)-7-oxabicyclo[2.2.1]Heptane-2-carboxamide ClC=1C=C(C=NC1Cl)NC(=O)[C@H]1[C@@H]2C[C@H]([C@H]([C@H]1C1=CC(=NC=C1)C)O2)O